2-(3-bromo-1-tosyl-1H-indol-5-yl)-1,3,4-oxadiazole BrC1=CN(C2=CC=C(C=C12)C=1OC=NN1)S(=O)(=O)C1=CC=C(C)C=C1